FCC1=CC(=CC=C1)CF 1,3-difluoromethylbenzene